3-methyl-1H-pyrazolo[3,4-d]pyrimidin-4-amine CC1=NNC2=NC=NC(=C21)N